C1(=CC=CC=C1)C1NC1C1=CC=CC=C1 2,3-diphenylaziridine